FC(C(=O)[O-])(F)F.C(C)O[N+](CC=O)(CC)CC ethoxyoxo-triethylammonium trifluoroacetate